C1=CC=CC=2C3=CC=CC=C3N(C12)C=1C(=C(C=C(C1C1=NC(=NC(=C1)C1=CC=CC=C1)C1=CC=CC=C1)N1C2=CC=C(C=C2C=2C=C(C=CC12)C)C)N1C2=CC=C(C=C2C=2C=C(C=CC12)C)C)C1=NC(=NC(=C1)C1=CC=CC=C1)C1=CC=CC=C1 9,9'-(5-(9H-carbazol-9-yl)-4,6-bis(2,6-diphenylpyrimidin-4-yl)-1,3-phenylene)bis(3,6-dimethyl-9H-carbazole)